ClC=1C=CC(=C(C1)CC(=O)NC1=CCN(C=C1)C1CC(CCC1)O)O 4-[[2-(5-Chloro-2-hydroxyphenyl)acetyl]amino]-N-(3-hydroxycyclohexyl)pyridin